1-(3-((4,4-bis(((Z)-oct-5-en-1-yl)oxy)butanoyl)oxy)-2-(((((1-ethylpiperidin-3-yl)methoxy)carbonyl)oxy)methyl)propyl) 8-(2-hexyldecyl) octanedioate C(CCCCCCC(=O)OCC(CCCCCCCC)CCCCCC)(=O)OCC(COC(CCC(OCCCC\C=C/CC)OCCCC\C=C/CC)=O)COC(=O)OCC1CN(CCC1)CC